COC1=CC=C(C=C1)\N=C\C(=O)OCC ethyl (E)-2-((4-methoxyphenyl)imino)acetate